1-((3-((1R,5S,6r)-3-(3-chloro-2-fluorophenyl)-3-azabicyclo[3.1.0]hexan-6-yl)-1,2,4-oxadiazol-5-yl)methyl)-7-methyl-1,7-dihydro-6H-purin-6-one ClC=1C(=C(C=CC1)N1C[C@H]2C([C@H]2C1)C1=NOC(=N1)CN1C=NC=2N=CN(C2C1=O)C)F